O=C1NC2(CN(C2)C(=O)O[C@@H]2C[C@H](C2)OC2=C(C=C(C=C2)C(F)(F)F)F)CO1 trans-3-(2-fluoro-4-(trifluoromethyl)phenoxy)cyclobutyl 6-oxo-7-oxa-2,5-diazaspiro[3.4]octane-2-carboxylate